CN(CCOC=1C=C(C=CC1)C1=CC[C@@H](CN1C(=O)OC(C)(C)C)C)C (S)-tert-butyl 6-(3-(2-(dimethylamino)Ethoxy)phenyl)-3-methyl-3,4-dihydropyridine-1(2H)-carboxylate